CO[Ca]OC dimethoxycalcium